1-benzyl 3-methyl 3-(6-methyl-1,4-dioxan-2-yl)piperidine-1,3-dicarboxylate CC1COCC(O1)C1(CN(CCC1)C(=O)OCC1=CC=CC=C1)C(=O)OC